N1=CC(=CC2=CC=CC=C12)C=CC(=O)N1C(\C=C\CCC1)=O (E)-1-(3-(quinolin-3-yl)acryloyl)-1,5,6,7-tetrahydro-2H-azepin-2-one